6-bromo-4-(2-methoxyethoxy)pyridine-2-sulfonyl chloride BrC1=CC(=CC(=N1)S(=O)(=O)Cl)OCCOC